4-(chloromethyl)pyridin-2-amine ClCC1=CC(=NC=C1)N